3-{6-[(3S)-3-methylpiperazin-1-yl]pyridin-3-yl}piperidine-2,6-dione C[C@H]1CN(CCN1)C1=CC=C(C=N1)C1C(NC(CC1)=O)=O